4-oxo-4-[3-(trifluoromethyl)-5,6-dihydro[1,2,4]triazolo[4,3-a]pyrazin-7(8H)-yl]-1-(2,4,5-trifluorophenyl)butan-2-amine O=C(CC(CC1=C(C=C(C(=C1)F)F)F)N)N1CC=2N(CC1)C(=NN2)C(F)(F)F